O1C(=NC2=C1C=CC=C2)C=2C=CC=C1C=C(N(C(C21)=O)C2=CC=CC=C2)[C@H](C)NC=2C1=C(N=CN2)NC=CC1=O (S)-4-((1-(8-(benzo[d]oxazol-2-yl)-1-oxo-2-phenyl-1,2-dihydroisoquinolin-3-yl)ethyl)amino)pyrido[2,3-d]pyrimidin-5(8H)-one